ClC1=CC=C(C(=N1)C(=O)O)N[C@H](C)C1=C2N=C(C(=NC2=CC(=C1)C)C#N)C=1C=NC=CC1 (R)-6-chloro-3-((1-(2-cyano-7-methyl-3-(pyridin-3-yl)quinoxalin-5-yl)ethyl)amino)picolinic acid